CN1CCN(CC1)C=1C=CC(=NC1)NC=1C=NC2=CC=C(N=C2C1)C=1N=CNC1C1=NC(=CC=C1)C N-[5-(4-methylpiperazin-1-yl)-2-pyridyl]-6-[5-(6-methyl-2-pyridyl)-1H-imidazol-4-yl]-1,5-naphthyridin-3-amine